FC(OC1=CC(=NN1)NC1=NC(=CN=C1)O[C@@H]1C[C@@H](NCC1)CC)F N-(5-(difluoromethoxy)-1H-pyrazol-3-yl)-6-(((2S,4S)-2-ethylpiperidin-4-yl)oxy)pyrazin-2-amine